BrC1=C(C=C(C(=N1)C(=O)O)N1C(=CC=C1C)C)C(F)(F)F 6-Bromo-3-(2,5-dimethyl-1H-pyrrol-1-yl)-5-(trifluoromethyl)picolinic acid